4-amino-5-fluoro-6-((trifluoromethyl)thio)nicotinic acid NC1=C(C(=NC=C1C(=O)O)SC(F)(F)F)F